2-bromo-3,4-dichloro-1-methoxybenzene BrC1=C(C=CC(=C1Cl)Cl)OC